ClC1=C(N=NC(=C1)Cl)C(=O)NOC 4,6-dichloro-N-methoxypyridazine-3-carboxamide